1-(2,6-dichlorophenyl)-4-((4-(2-methyl-5-oxo-2,5-dihydro-1H-pyrazol-1-yl)phenyl)amino)-1H-pyrazole-3-carboxamide ClC1=C(C(=CC=C1)Cl)N1N=C(C(=C1)NC1=CC=C(C=C1)N1N(C=CC1=O)C)C(=O)N